CC1=NC(=CC(=N1)NC1=NN2C(C=C(C=C2)C2=C(C=NC(=C2)C)OCCC(C#N)(C)C)=C1)C 4-[[4-[2-[(2,6-dimethylpyrimidin-4-yl)amino]pyrazolo[1,5-a]pyridin-5-yl]-6-methyl-3-pyridyl]oxy]-2,2-dimethyl-butanenitrile